7-(4-fluoro-2-methylphenyl)-1-(2-morpholinoethyl)-3,4-dihydro-quinolin-2(1H)-one FC1=CC(=C(C=C1)C1=CC=C2CCC(N(C2=C1)CCN1CCOCC1)=O)C